COC1=CC=C(C(C2=CC=C(C=C2)OC)(C2=CC=CC=C2)OC[C@@H]2[C@H]([C@H]([C@@H](O2)N2C=NC=3C(NC(C4=CC=CC=C4)=O)=NC=NC23)OC)O)C=C1 5'-O-(4,4'-Dimethoxytrityl)-N6-benzoyl-2'-O-methyl-adenosine